2-(bromomethyl)benzofuranE BrCC=1OC2=C(C1)C=CC=C2